tert-butyl 3-(6-{2,8-dimethylimidazo[1,2-b]pyridazin-6-yl}-1-oxoisoquinolin-2-yl)piperidine-1-carboxylate CC=1N=C2N(N=C(C=C2C)C=2C=C3C=CN(C(C3=CC2)=O)C2CN(CCC2)C(=O)OC(C)(C)C)C1